((4-chlorophenyl)sulfonyl)methyl-5-(methylsulfonyl)-1,3,4-oxadiazole ClC1=CC=C(C=C1)S(=O)(=O)CC=1OC(=NN1)S(=O)(=O)C